ClC=1N=CC=2C(N(C=3C=CC=CC3C2N1)CC1=CC=C(C=C1)F)=O 2-chloro-6-(4-fluorobenzyl)pyrimido[5,4-c]quinolin-5(6H)-one